(R)-1-(4-((1-(3-(difluoromethyl)-2-fluorophenyl)ethyl)amino)-7-methoxy-2-((1-methylazetidin-3-yl)methoxy)pyrido[2,3-d]pyrimidin-6-yl)cyclopropane-1-carbonitrile FC(C=1C(=C(C=CC1)[C@@H](C)NC=1C2=C(N=C(N1)OCC1CN(C1)C)N=C(C(=C2)C2(CC2)C#N)OC)F)F